C(=O)O.C(C)C1CC(C1)(F)F ethyl-3,3-difluorocyclobutane formate